2-(4-((4-(3-fluoro-4-(trifluoromethyl)phenyl)-5-oxo-4,5-dihydro-1H-1,2,4-triazole-1-yl)methyl)-2-methylphenoxy)-2-methylpropionic acid ethyl ester C(C)OC(C(C)(C)OC1=C(C=C(C=C1)CN1N=CN(C1=O)C1=CC(=C(C=C1)C(F)(F)F)F)C)=O